methyl (E)-3-(3-((1S,2R,4R)-N-((4'-(dimethylamino)-3-fluoro-[1,1'-biphenyl]-4-yl)methyl)bicyclo[2.2.1]heptane-2-carboxamido)-5-fluorophenyl)acrylate CN(C1=CC=C(C=C1)C1=CC(=C(C=C1)CN(C(=O)[C@H]1[C@H]2CC[C@@H](C1)C2)C=2C=C(C=C(C2)F)/C=C/C(=O)OC)F)C